(S)-4-(3-fluorobenzyl)-N-(7-(2-(3-hydroxy-3-methylazetidin-1-yl)-2-oxoethoxy)-5-methyl-4-oxo-2,3,4,5-tetrahydrobenzo[b][1,4]oxazepin-3-yl)-1H-pyrazole-1-carboxamide FC=1C=C(CC=2C=NN(C2)C(=O)N[C@@H]2C(N(C3=C(OC2)C=CC(=C3)OCC(=O)N3CC(C3)(C)O)C)=O)C=CC1